COC(CNCC(=O)O)=O.C(=O)C1=CC=C(S1)B(O)O 5-formyl-2-thiopheneboronic acid methyl-iminodiacetate